3-(1-isopentyl-6-cyano-1H-indole-3-carboxamido)benzoic acid C(CC(C)C)N1C=C(C2=CC=C(C=C12)C#N)C(=O)NC=1C=C(C(=O)O)C=CC1